2-(1-(4-((([1,1'-biphenyl]-4-ylmethoxy)carbonyl)amino)benzyl)-3,5-dimethyl-1H-pyrazol-4-yl)acetic acid C1(=CC=C(C=C1)COC(=O)NC1=CC=C(CN2N=C(C(=C2C)CC(=O)O)C)C=C1)C1=CC=CC=C1